FCS(=O)(=O)NC1C(N(CC12CC2)C(=O)[C@@H]2OCC2)CC=2C(=C(C=CC2)C2=C(C=C(C=C2)F)F)F 1-fluoro-N-(5-((R)-oxetane-2-carbonyl)-6-((2,2',4'-trifluoro-[1,1'-biphenyl]-3-yl)methyl)-5-azaspiro[2.4]heptan-7-yl)methanesulfonamide